O=C1C2=CC=CC=C2SC=2C(=CC=CC12)C(SC1=CC=C(C=C1)Cl)=O S-(4-chlorophenyl) 9-oxo-9H-thioxanthene-4-carbothioate